N-(6-(6-methoxy-imidazo[1,2-a]pyridin-3-yl)pyridin-2-yl)-2-azaspiro[3.4]octan-6-amine COC=1C=CC=2N(C1)C(=CN2)C2=CC=CC(=N2)NC2CC1(CNC1)CC2